BrC1=CC(=NN(C1=O)C1=CC=CC=C1)C(=O)N[C@H](C)C1=CC(=CC(=C1)C(F)(F)F)[N+](=O)[O-] 5-bromo-N-[(1R)-1-[3-nitro-5-(trifluoromethyl)phenyl]ethyl]-6-oxo-1-phenyl-pyridazine-3-carboxamide